COC1=NC=CC(=C1C1=CNC2=NC(=CC=C21)NC(=O)[C@H]2[C@@H](C2)CN(C)C)OC (1R,2R)-N-[3-(2,4-dimethoxypyridin-3-yl)-1H-pyrrolo[2,3-b]pyridin-6-yl]-2-[(dimethylamino)methyl]cyclopropane-1-carboxamide